FC(CNC1=C(C(=CC=C1C1CCOCC1)N)N)F N1-(2,2-difluoroethyl)-6-tetrahydropyran-4-ylbenzene-1,2,3-Triamine